2-(4-((2,5-Dioxo-3-(4-(trifluoro-methyl)phenyl)imidazolin-1-yl)methyl)phenoxy)-2-methyl-propionic acid O=C1N(C(CN1C1=CC=C(C=C1)C(F)(F)F)=O)CC1=CC=C(OC(C(=O)O)(C)C)C=C1